3-cyclopropylpropyl 4-methylbenzenesulfonate CC1=CC=C(C=C1)S(=O)(=O)OCCCC1CC1